C(CCC(=O)[O-])(=O)OCC(C)OC(C=C)=O 1-[2-(acryloyloxy) propyl] succinate